C1OC2=CNC=C2OC1 3,4-ethylenedioxypyrrole